4-(cyclopropylamino)-2-(((R)-2,3,4,5-tetrahydro-3-propoxybenzo[b][1,4]oxazepin-7-yl)amino)pyrimidine-5-carboxamide C1(CC1)NC1=NC(=NC=C1C(=O)N)NC1=CC2=C(OC[C@@H](CN2)OCCC)C=C1